4-cyclopropyl-8-(8-(3-methyl-1,2,4-oxadiazol-5-yl)-8-azabicyclo[3.2.1]oct-3-yl)-1-oxa-3,8-diazaspiro[4.5]decan-2-one C1(CC1)C1NC(OC12CCN(CC2)C2CC1CCC(C2)N1C1=NC(=NO1)C)=O